3,4-dihydro-1H-2-benzopyran-4-one C1OCC(C2=C1C=CC=C2)=O